C1(CCCCC1)C(C=1C(N(C2=CC=CC=C2N1)CC1=CC=CC=C1)=O)O 3-(cyclohexyl-(hydroxy)methyl)-1-benzylquinoxalin-2(1H)-one